C1(CCCC1)OC=1C=C(C=CC1OC)[C@H]1CC(NC1)=CC(=O)OCC (R)-(+)-ethyl [4-(3-cyclopentyloxy-4-methoxyphenyl)pyrrolidin-2-yliden]acetate